O.[Cu].[Fe] iron-copper water